N-(2-aminopropyl)-2-aminoethylmethyldiethoxysilane NC(CNCC[Si](OCC)(OCC)C)C